5-(2,6-dimethylphenoxy)-4-{2-[2-fluoro-3-(hydroxymethyl)phenyl]-6-methyl-1-(4-methylbenzenesulfonyl)-7-oxopyrrolo[2,3-c]pyridin-4-yl}-1-methylpyridin-2-one CC1=C(OC=2C(=CC(N(C2)C)=O)C=2C3=C(C(N(C2)C)=O)N(C(=C3)C3=C(C(=CC=C3)CO)F)S(=O)(=O)C3=CC=C(C=C3)C)C(=CC=C1)C